C1(=CC=C(C=C1)CN)C1=CC=CC=C1 [1,1'-Biphenyl]-4-methanamine